2-(azepan-1-yl)-5-(3-pyridyl)-N-(3-sulfamoyl-phenyl)pyridine-3-carboxamide N1(CCCCCC1)C1=NC=C(C=C1C(=O)NC1=CC(=CC=C1)S(N)(=O)=O)C=1C=NC=CC1